ClC=1C=C(C=CC1OCC1=CC=C(C=C1)OC)NC1=NC=NC2=CC(=C(C=C12)[N+](=O)[O-])F N-(3-chloro-4-((4-methoxybenzyl)oxy)phenyl)-7-fluoro-6-nitroquinazolin-4-amine